OC(CNC1=CC=C(C=C1)C)O dihydroxyethyl-para-toluidine